C(C)(C)C=1C=C(C=CC1)C1=CC=C2C(CCOC2=C1)(C)NC(O[C@@H]1CN2CCC1CC2)=O (S)-quinuclidin-3-yl (7-(3-isopropylphenyl)-4-methylchroman-4-yl)carbamate